CN1C(=NC=C1)P(C1=CC=CC=C1)C(C)P(C=1N(C=CN1)C)C1=CC=CC=C1 Bis(1-methylimidazol-2-ylphenylphosphino)ethane